CC(C(=O)OCC(C)(C1=CC(=C(C=C1)F)Cl)NC(NC1=C(C(=CC=C1)CNC=1OC=CN1)N)=S)(C)C 2-{[(2-amino-3-{[(1,3-oxazol-2-yl)amino]methyl}phenyl)-carbamothioyl]-amino}-2-(3-chloro-4-fluorophenyl)propyl 2,2-dimethylpropanoate